5-(7'-fluoro-4',6'-dimethoxy-1,4,5,7-tetrahydro-3'H-spiro[indazol-6,1'-isobenzofuran]-3-yl)-1-methyl-1H-pyrazol-4-amine FC=1C(=CC(=C2COC3(C12)CCC=1C(=NNC1C3)C3=C(C=NN3C)N)OC)OC